OC[C@H]1O[C@@]2([C@@H]([C@H]([C@H]1O)N1N=NC(=C1)C1=CC(=C(C(=C1)F)F)F)OCC=1C=NC=CC1)OCCCC2 (2R,3R,4S,5R,6S)-2-(hydroxymethyl)-5-(pyridin-3-ylmethoxy)-4-(4-(3,4,5-trifluorophenyl)-1H-1,2,3-triazol-1-yl)-1,7-dioxaspiro[5.5]undecane-3-ol